pyridin-1-ium-3-amine hydrochloride Cl.[NH+]1=CC(=CC=C1)N